C1(=CC=CC=C1)C=1OC2=C(C1C1=CC=CC=C1)C=CC=C2 2,3-diphenylbenzofuran